C(=C)C(C1=CC=CC=C1)NCCC[Si](OCCCN)(OC)C N-(vinylbenzyl)-2-aminoethyl-3-aminopropylmethyldimethoxysilane